C(C1=CC=CC=C1)N1CCC2(CC1)COC1=C2C=CC=C1 1'-benzyl-2H-spiro[1-benzofuran-3,4'-piperidin]